OC1=C(C=C(C=C1)OC1(C=NC2=CC=CC=C12)OC1=CC(=C(C=C1)O)C)C 3,3-bis(4-hydroxy-3-methylphenyl)oxyindole